(R)-5-(3-chloro-4-(pyridin-2-ylmethoxy)phenyl)-7-(piperidin-3-yl)-7H-pyrrolo[2,3-d]Pyrimidine ClC=1C=C(C=CC1OCC1=NC=CC=C1)C1=CN(C=2N=CN=CC21)[C@H]2CNCCC2